CC=1N=CSC1C1=CC=C(C=C1)CCN (S)-1-(4-(4-methylthiazol-5-yl)phenyl)ethan-2-amine